(2S)-3,3-difluoro-2-methylazetidin-1-ium hydrochloride Cl.FC1([C@@H]([NH2+]C1)C)F